[NH4+].P(=O)(OCCN(CC=1C=NC(=CC1)OC)C(CCC1=CC(=CC=C1)OCCCCCCCCCC)=O)(O)O 2-({3-[3-(Decyloxy)phenyl]propanoyl}[(6-methoxypyridin-3-yl)methyl]amino)ethyl dihydrogen phosphate ammonium salt